OC1=CC=C(C=C1)C(\C=C\C1=CC(=C(C=C1)OCC=C)OC)=O (E)-1-(4-Hydroxyphenyl)-3-(3-methoxy-4-prop-2-enoxyphenyl)prop-2-en-1-one